4-FORMYL-1-METHYL-1H-PYRROLE-3-CARBOXYLIC ACID C(=O)C=1C(=CN(C1)C)C(=O)O